N-(2-(4H-[1,2,4]triazol-4-yl)phenyl)-4-fluorobenzo[d]isothiazole-1,1-dioxide N=1N=CN(C1)C1=C(C=CC=C1)N1S(C2=C(C1)C(=CC=C2)F)(=O)=O